4-(4-bromophenyl)-2-{3-[4-(pyrrolidin-1-yl)butyl]ureido}thiophene-3-carboxamide BrC1=CC=C(C=C1)C=1C(=C(SC1)NC(=O)NCCCCN1CCCC1)C(=O)N